N1C(=NC2=C1C=C(C=C2)N)N 1H-benzo[d]imidazole-2,6-diamine